2-(2-Bromo-4-tert-butylbenzyl)-2-methylmalonate BrC1=C(CC(C(=O)[O-])(C(=O)[O-])C)C=CC(=C1)C(C)(C)C